(2R,4R)-2-(2-(chloromethyl)allyl)-4-fluoropyrrolidine-2-carboxylic acid methyl ester COC(=O)[C@@]1(NC[C@@H](C1)F)CC(=C)CCl